2-(4-(dimethylamino)bicyclo[2.2.2]oct-1-yl)-2,4-dimethyl-5-oxo-5,6,7,8-tetrahydro-[1,3]dioxolo[4,5-g]isoquinoline-9-carbaldehyde CN(C12CCC(CC1)(CC2)C2(OC=1C(=C(C=3CCNC(C3C1C)=O)C=O)O2)C)C